(4-((4-aminobutyl)(3-aminopropyl)amino)-1-oxoisoindolin-2-yl)piperidine-2,6-dione dihydrochloride Cl.Cl.NCCCCN(C1=C2CN(C(C2=CC=C1)=O)N1C(CCCC1=O)=O)CCCN